ClC=1C(N(N=CC1Cl)CC(=O)C1=C(C=C(C=C1)Cl)CC)=O 4,5-dichloro-2-[2-(4-chloro-2-ethyl-phenyl)-2-oxo-ethyl]pyridazin-3-one